6-methyl-5-[7-[rac-(1R,2R)-2-hydroxycyclobutyl]-5,6-dihydropyrrolo[2,3-c]pyridazin-3-yl]benzofuran-4-ol CC=1C=C2C(C=CO2)=C(C1C1=CC2=C(N=N1)N(CC2)[C@H]2[C@@H](CC2)O)O |r|